O=C1N(C(C(N1)CC1CCN(CC1)C(C1=CC=CC=C1)=O)=O)C1CC2(CC(C2)OC2=C(C(=O)N)C=CC=N2)C1 2-(((αR)-6-(2,5-dioxo-4-(N-benzoylpiperidin-4-ylmethyl)imidazolidin-1-yl)spiro[3.3]heptan-2-yl)oxy)nicotinamide